NC1=C(C(=O)NC2=CN=CC3=CC=CC=C23)C=C(C=C1)C(F)(F)F 2-amino-N-(isoquinolin-4-yl)-5-(trifluoromethyl)benzamide